3-(dimethylamino)-N-(4-((3-methyl-5-(1,3,5-trimethyl-1H-pyrazolo[4,3-d]pyrimidin-7-yl)-4,5,6,7-tetrahydro-1H-pyrazolo[4,3-c]pyridin-1-yl)methyl)bicyclo[2.2.2]oct-1-yl)propionamide CN(CCC(=O)NC12CCC(CC1)(CC2)CN2N=C(C=1CN(CCC12)C=1C2=C(N=C(N1)C)C(=NN2C)C)C)C